(S)-2-(tert-butoxycarbonylamino)-2-(3-(2-(dimethylamino)-N-methylacetamido)phenyl)acetic acid benzyl ester C(C1=CC=CC=C1)OC([C@H](C1=CC(=CC=C1)N(C(CN(C)C)=O)C)NC(=O)OC(C)(C)C)=O